3-(BOC-amino)phenol C(=O)(OC(C)(C)C)NC=1C=C(C=CC1)O